deoxythymidine morpholinophosphorodiamidate O1CCN(CC1)NP(=O)(N)OC[C@@H]1[C@H](C[C@@H](O1)N1C(=O)NC(=O)C(C)=C1)O